C(CCC)[C@H]1CC[C@H](CC1)NC(C1=CC(=CC(=C1)NC(=O)[C@@H]1CC[C@@H](CC1)C(C)(C)C)NC(=O)[C@@H]1CC[C@@H](CC1)C(C)(C)C)=O N-(cis-4-n-butylcyclohexyl)-3,5-bis-[cis-4-tert-butylcyclohexylcarbonylamino]-benzamide